C(CCCCCCCCCCC)NC(O)=O lauryl-carbamic acid